FC1(CN(CC1OCC1CN(CCO1)C)C(=O)OCC1=CC=CC=C1)F benzyl 3,3-difluoro-4-[(4-methylmorpholin-2-yl)methoxy]pyrrolidine-1-carboxylate